C(C)OCC1=NC=2C(=NC=C3C=4C2N1CCC4OC=C3)N 2-(ethoxymethyl)-3,4-dihydro-5-oxa-1,2a,9-triazanaphtho[2,1,8-cde]azulen-10-amine